OC[C@@H]1CN(CCN1C)C(=O)OC(C)(C)C tert-butyl (3S)-3-(hydroxymethyl)-4-methyl-piperazine-1-carboxylate